N-[(2-aminoquinolin-7-yl)methyl]-N-(1,3-benzothiazol-7-yl)-5-(trifluoromethyl)pyridine-3-carboxamide NC1=NC2=CC(=CC=C2C=C1)CN(C(=O)C=1C=NC=C(C1)C(F)(F)F)C1=CC=CC=2N=CSC21